1-octadecyl-3-propylimidazole C(CCCCCCCCCCCCCCCCC)N1CN(C=C1)CCC